ClC1=CC=C(C=C1)C1=C(C=CC=C1)CC1N(CCNC1)C1=CC=C(C(=O)O)C=C1 4-((4'-chloro-[1,1'-biphenyl]-2-yl)methyl-piperazin-1-yl)benzoic acid